ClC=1C=C(C[C@@H]2NC(C3=C(NC2=O)C=C(C=C3)C(F)(F)F)=O)C=CC1O (S)-3-(3-chloro-4-hydroxybenzyl)-8-trifluoromethyl-3,4-dihydro-1H-benzo[E][1,4]diazepine-2,5-dione